[3-[1-[(2,4-dimethoxyphenyl)methylamino]-4-methylphthalazin-6-yl]-5-dimethylphosphorylphenyl]boronic acid COC1=C(C=CC(=C1)OC)CNC1=NN=C(C2=CC(=CC=C12)C=1C=C(C=C(C1)P(=O)(C)C)B(O)O)C